((1-(5-(2,4-dioxotetrahydropyrimidin-1(2H)-yl)pyridin-2-yl)piperidin-4-yl)methyl)piperazin O=C1N(CCC(N1)=O)C=1C=CC(=NC1)N1CCC(CC1)CN1CCNCC1